Cl.COC=1C=C(C=NC1OC)C1=CC=C(C=C1)CN[C@@H]1C[C@@H]([C@H](C1)OC)NC (1R,3S,4S)-N1-{[4-(5,6-Dimethoxypyridin-3-yl)phenyl]methyl}-4-methoxy-N3-methylcyclopentane-1,3-diamine hydrochloride